5-(5-fluoro-2-(methoxycarbonyl)phenoxy)-1H-pyrrolo[2,3-b]pyridine-3-carboxylic acid FC=1C=CC(=C(OC=2C=C3C(=NC2)NC=C3C(=O)O)C1)C(=O)OC